BrC=1C=C(C2=CC=CC=C2C1)C1(CC1)C=1C(=C(C(=O)N)C=CC1)C (1-(3-bromonaphthalen-1-yl)cyclopropyl)-2-methylbenzamide